methyl 2-amino-4-(trifluoromethyl)benzoate NC1=C(C(=O)OC)C=CC(=C1)C(F)(F)F